1-[4-(1,3-benzothiazol-2-yloxy)phenyl]-2,2,2-trifluoroethanol S1C(=NC2=C1C=CC=C2)OC2=CC=C(C=C2)C(C(F)(F)F)O